N-((1s,4s)-4-((3-Bromo-7-chloro-1,6-naphthyridin-5-yl)oxy)cyclohexyl)pyrimidin-2-amine BrC=1C=NC2=CC(=NC(=C2C1)OC1CCC(CC1)NC1=NC=CC=N1)Cl